C1(=C(C=CC=C1)C1=NC(=NC(=C1)C1=CC=CC=C1)C1=C(C=CC=C1)C1=C2C=3C=CC(=CC3C3(C2=CC=C1)CCCCC3)C#N)C3=CC=CC=C3 5'-(2-(4-([1,1'-biphenyl]-2-yl)-6-phenylpyrimidin-2-yl)phenyl)spiro[cyclohexane-1,9'-fluorene]-2'-carbonitrile